4-carboxy-N-(1,3-diisopropyl-1,3-dihydro-2H-benzo[d]imidazol-2-ylidene)-2,6-dimethylanilinium tetrafluoroborate F[B-](F)(F)F.C(=O)(O)C1=CC(=C([NH+]=C2N(C3=C(N2C(C)C)C=CC=C3)C(C)C)C(=C1)C)C